C12(CC3CC(CC(C1)C3)C2)COC2=C(C(=C(C=C2)B(O)O)F)F [4-(1-Adamantylmethoxy)-2,3-difluoro-phenyl]boronic acid